(2R,3S)-3-(1-(4-trifluoromethoxybenzyl)-1H-pyrazol-3-yl)-2-(2,4-difluorophenyl)-1-(1H-1,2,4-triazole-1-yl)butane-2-ol FC(OC1=CC=C(CN2N=C(C=C2)[C@@H]([C@@](CN2N=CN=C2)(O)C2=C(C=C(C=C2)F)F)C)C=C1)(F)F